5-bromo-2-cyano-thiophene-3-carboxylic acid BrC1=CC(=C(S1)C#N)C(=O)O